6-(pyridin-3-yl)pyrimidin-4-amine N1=CC(=CC=C1)C1=CC(=NC=N1)N